CC1=C2NC=3C(=CC=C(C3C(C2=CC=C1)=O)NCCCCCCC(=O)O)[N+](=O)[O-] 7-((5-methyl-4-nitro-9-oxo-9,10-dihydro-acridin-1-yl)amino)heptanoic acid